(R)-Methyl 2-amino-3-(pyridin-2-yl)propanoate N[C@@H](C(=O)OC)CC1=NC=CC=C1